2-(N'-hydroxycarbamoyl)terephthalic acid ONC(=O)C1=C(C(=O)O)C=CC(=C1)C(=O)O